NC[C@H]([C@@H](O)[C@H]1[C@@H]([C@H](C[C@@](O1)(C=1N=NNN1)OCCOCCOCCC(=O)OC(C)(C)C)O)NC(CO)=O)O tert-butyl 3-(2-(2-(((2R,4S,5R,6R)-6-((1R,2R)-3-amino-1,2-dihydroxypropyl)-4-hydroxy-5-(2-hydroxyacetamido)-2-(2H-tetrazol-5-yl)tetrahydro-2H-pyran-2-yl)oxy)ethoxy)ethoxy)propanoate